methyl-propylene glycol methyl ether COC(C(C)O)C